C1(C=CCCCCC1)C(=O)N[C@@H](CC(C)C)C(=O)O (cyclooct-2-ene-1-carbonyl)-L-leucine